(methyl)uracil CC=1C(NC(NC1)=O)=O